OC1=C2C(C3=C(C4=C(C(=C5C(C=6C=C(N(C(C6C(C5=C4C=C3C(C2=CC(=C1)O)=O)=O)=O)C(C(=O)O)CC=1N=C(N(C1)C)N)C)=O)OC)OC)OC)=O 2-(10,12-Dihydroxy-6,7,8-trimethoxy-3-methyl-1,5,9,14,16-pentaoxo-5,9,14,16-tetrahydro-1H-2-aza-hexaphen-2-yl)-3-(2-amino-1-methyl-imidazol-4-yl)-propionic acid